1-[(2-methyl-3,4-dihydro-1H-isoquinolin-7-yl)methyl]imidazole-4-carboxamide CN1CC2=CC(=CC=C2CC1)CN1C=NC(=C1)C(=O)N